ClC=1C(=CC=C2N=CC(=NC12)C=1C=NN(C1)C1CCN(C2(CC2)C1)C(=O)OC(C)(C)C)OC=1C=CC2=C(N(C(=N2)C)COCC[Si](C)(C)C)C1 tert-Butyl 7-(4-(8-chloro-7-((2-methyl-1-((2-(trimethylsilyl)ethoxy)methyl)-1H-benzo[d]imidazol-6-yl)oxy)quinoxalin-2-yl)-1H-pyrazol-1-yl)-4-azaspiro[2.5]octane-4-carboxylate